N-[3-triethoxysilylpropyl]octadecanoic acid amide C(C)O[Si](CCCNC(CCCCCCCCCCCCCCCCC)=O)(OCC)OCC